C(C)(C)(C)OC(=O)NC(C(=O)O)CC1C(NC2(CC2)C1)=O 2-((tert-Butoxycarbonyl)amino)-3-(5-oxo-4-azaspiro[2.4]hept-6-yl)propanoic acid